FC=1C=CC(=C2C=C(N(C12)CCNC1=CC(=NC=N1)C=1SC=C(N1)CC(C)C)C)OC 2-{6-[2-(7-Fluoro-4-methoxy-2-methyl-indol-1-yl)-ethylamino]-pyrimidin-4-yl}-4-isobutyl-thiazol